3-(2-ethoxyphenoxy)piperidine C(C)OC1=C(OC2CNCCC2)C=CC=C1